N-[4-(7-bromo-6-methyl-2,4-dioxo-2,3,4,5-tetrahydro-1H-benzo[b][1,4]diazepine-1-Yl)phenyl]benzenesulfonamide BrC1=C(C2=C(N(C(CC(N2)=O)=O)C2=CC=C(C=C2)NS(=O)(=O)C2=CC=CC=C2)C=C1)C